NCCCC[C@@H](C(COC1=NOC=C1)=O)NC(C1=C(N=CC=C1)F)=O (S)-N-(7-amino-1-(isoxazol-3-yloxy)-2-oxohept-3-yl)-2-fluoronicotinamide